2-chloro-5-methoxy-6-methyl-N-(5-((3-methyloxolan-3-yl)methoxy)-1,3,4-thiadiazol-2-yl)-(4,4-bipyridine)-3-carboxamide ClC1=NC(=C(C(=C1C(=O)NC=1SC(=NN1)OCC1(COCC1)C)C1=CC=NC=C1)OC)C